C1(CC1)C=1C(=NC(=NC1)NC=1C(=NN(C1)C1CCN(CC1)C)C)NCCCNC(=O)C1CCC1 N-(3-((5-cyclopropyl-2-((3-methyl-1-(1-methylpiperidin-4-yl)-1H-pyrazol-4-yl)amino)pyrimidin-4-yl)amino)propyl)cyclobutanecarboxamide